OCCOC=1C=C2C=CC(=CC2=CC1)C1(C2=CC=CC=C2C=2C=CC=C(C12)C1=CC=CC=C1COC(=O)N1CC(N(CC1)C)C1=CC(=CC=C1)C(=O)OC)C1=CC2=CC=C(C=C2C=C1)OCCO.O1C(=NC2=C1C=CC=C2)C=2SC(=CC2)C=2OC1=C(N2)C=CC=C1 2,5-Bis(benzoxazol-2-yl)thiophen 9,9-Bis(6-(2-hydroxyethoxy)naphthalen-2-yl)fluoreneBenzyl-3-(3-methoxycarbonylphenyl)-4-methylpiperazine-1-carboxylate